tert-butyl 2-(((tert-butyldiphenylsilyl)oxy)methyl)-6-formylpiperidine-1-carboxylate [Si](C1=CC=CC=C1)(C1=CC=CC=C1)(C(C)(C)C)OCC1N(C(CCC1)C=O)C(=O)OC(C)(C)C